tert-butyl N-(tert-butoxycarbonyl)-N-(5-fluoro-2-methylpyridin-3-yl)carbamate C(C)(C)(C)OC(=O)N(C(OC(C)(C)C)=O)C=1C(=NC=C(C1)F)C